N-[5-(1H-benzimidazol-2-yl)-1H-pyrazol-3-yl]-4-(2-hydroxyethoxy)-3-methoxy-benzamide N1C(=NC2=C1C=CC=C2)C2=CC(=NN2)NC(C2=CC(=C(C=C2)OCCO)OC)=O